CC1=C(C(=O)C(=O)O)C=CC=C1.C(C1=CC=CC=C1)(=O)C(=O)OC methyl benzoylformate (methyl benzoylformate)